N-[(1R)-1-[3-amino-5-(trifluoromethyl)phenyl]ethyl]-2-chloro-7-(oxolan-3-ylmethyl)-5H,6H,7H,8H,9H-pyrimido[4,5-d]azepin-4-amine NC=1C=C(C=C(C1)C(F)(F)F)[C@@H](C)NC1=NC(=NC=2CCN(CCC21)CC2COCC2)Cl